C(=O)C1CCC(CC1)N1N=C2C=C(C(=CC2=C1)NC(C1=NC(=CC=C1)C=1C=NN(C1)C)=O)OC N-(2-((1r,4r)-4-formylcyclohexyl)-6-methoxy-2H-indazol-5-yl)-6-(1-methyl-1H-pyrazol-4-yl)picolinamide